N,N'-bistrimethylsilylurea C[Si](NC(=O)N[Si](C)(C)C)(C)C